(S)-3-amino-3-(4-(ethylsulfonyl)phenyl)propanoic acid methyl ester COC(C[C@@H](C1=CC=C(C=C1)S(=O)(=O)CC)N)=O